3-Fluoro-N-methyl-5-((6-(5-methyl-1H-pyrazol-4-yl)-1-oxo-2,7-naphthyridin-2(1H)-yl)methyl)benzamide FC=1C=C(C(=O)NC)C=C(C1)CN1C(C2=CN=C(C=C2C=C1)C=1C=NNC1C)=O